[8-(2-hydroxyethoxy)-4-methyl-2-oxo-1H-quinolin-6-yl]-2-morpholino-5,7-dihydrofuro[3,4-b]pyridine-3-carboxamide OCCOC=1C=C(C=C2C(=CC(NC12)=O)C)C1=C2C(=NC(=C1C(=O)N)N1CCOCC1)COC2